O=C1N(C2=CC=CC=C2C(N1C1=CC(=CC=C1)C(F)(F)F)=O)CC1=CC=C(C(=O)NO)C=C1 4-((2,4-dioxo-3-(3-(trifluoromethyl)phenyl)-3,4-dihydroquinazolin-1(2H)-yl)methyl)-N-hydroxybenzoamide